CC1(CN(C=2C1=NC(=CC2)C)C(=O)NC2CCN(CC2)CC2CCOCC2)C 3,3,5-trimethyl-N-(1-((tetrahydro-2H-pyran-4-yl)methyl)piperidin-4-yl)-2,3-dihydro-1H-pyrrolo[3,2-b]pyridine-1-carboxamide